CC=1C(=C2C=NNC2=CC1)C1=NC(=NC(=C1)N1CCOCC1)N1CC2(CN(C2)C(C=C)=O)CC1 1-(6-(4-(5-methyl-1H-indazol-4-yl)-6-morpholinopyrimidin-2-yl)-2,6-diazaspiro[3.4]octan-2-yl)prop-2-en-1-one